FC([C@@](C([2H])([2H])O)([2H])NC(OCC1=CC=CC=C1)=O)(F)F benzyl (S)-(1,1,1-trifluoro-3-hydroxypropan-2-yl-2,3,3-d3)carbamate